2,6-dichloroeugenol ClC1(C(C(=C(C=C1)CC=C)Cl)OC)O